ClC1=C2CCN([C@@H](C2=C(C=C1)OCC=1N=NN(C1C(F)F)CC)CN1C(CCC1)=O)C(=O)C1CCCCC1 (1S,2R)-2-((S)-5-Chloro-8-((5-(difluoromethyl)-1-ethyl-1H-1,2,3-triazol-4-yl)methoxy)-1-((2-oxopyrrolidin-1-yl)methyl)-1,2,3,4-tetrahydroisochinolin-2-carbonyl)cyclohexan